5-(1-(2,2-difluoroethyl)-4-fluoro-2-methyl-1H-benzo[d]imidazol-6-yl)-N-((3S,4S)-3-fluoro-1-(2-methoxyethyl)piperidin-4-yl)-4-methoxypyrrolo[2,1-f][1,2,4]triazin-2-amine FC(CN1C(=NC2=C1C=C(C=C2F)C=2C=CN1N=C(N=C(C12)OC)N[C@@H]1[C@H](CN(CC1)CCOC)F)C)F